C(=C)P(C1=CC=CC=C1)=O vinyl-phenyl-phosphine oxide